N-(3-trimethoxysilylpropyl)imidazole CO[Si](CCCN1C=NC=C1)(OC)OC